(2S,4R)-4-Methyl-N-[(1S)-1-(2-amino-2-oxo-ethyl)prop-2-ynyl]-1-[1-[4-(trifluoro-methoxy)phenyl]cyclopropanecarbonyl]pyrrolidine-2-carboxamide C[C@@H]1C[C@H](N(C1)C(=O)C1(CC1)C1=CC=C(C=C1)OC(F)(F)F)C(=O)N[C@H](C#C)CC(=O)N